BrC1=C(C(=CC(=C1)F)F)[C@@H]([C@@](C(=O)O)(C1=CC=CC=C1)O)C (2S,3S)-3-(2-bromo-4,6-difluorophenyl)-2-hydroxy-2-phenylbutyric acid